3,5-difluorophenylarsonic acid FC=1C=C(C=C(C1)F)[As](O)(O)=O